ClC=1C(=C(C(=CC1)N1N=NC(=C1)Cl)C=1C=CC(=[N+](C1)[O-])[C@H]([C@@H](C1=CC=CC=C1)O)N1N=CC(=C1)C=1N(N=CC1)C(F)F)F |o1:20,21| 5-(3-Chloro-6-(4-chloro-1H-1,2,3-triazol-1-yl)-2-fluorophenyl)-2-((1R*,2R*)-1-(2-(difluoromethyl)-1'H,2H-[3,4'-bipyrazol]-1'-yl)-2-hydroxy-2-phenylethyl)pyridine 1-oxide